2-(non-6-en-1-yloxy)naphthalene C(CCCCC=CCC)OC1=CC2=CC=CC=C2C=C1